Tert-butyl 4-(7-{2,8-dimethylimidazo[1,2-a]pyrazine-6-yl}-5-(methyl amino)-4-oxoquinazolin-3-yl)piperidine-1-carboxylate CC=1N=C2N(C=C(N=C2C)C2=CC(=C3C(N(C=NC3=C2)C2CCN(CC2)C(=O)OC(C)(C)C)=O)NC)C1